ClC=1C(=C(C(=CC1N1CC(CC1)(OC)C1(CC1)N(C)C)F)S(=O)(=O)N(CC1=CC=C(C=C1)OC)C1=NC(=CC=C1)F)F 3-chloro-4-(3-(1-(dimethylamino)cyclopropyl)-3-methoxypyrrolidin-1-yl)-2,6-difluoro-N-(6-fluoropyridin-2-yl)-N-(4-methoxybenzyl)benzenesulfonamide